(2R)-2-(4-chlorophenoxy)-N-[(3S,6R)-6-{5-[4-(trifluoromethyl)phenyl]-1,3,4-oxadiazol-2-yl}piperidin-3-yl]propanamide ClC1=CC=C(O[C@@H](C(=O)N[C@@H]2CN[C@H](CC2)C=2OC(=NN2)C2=CC=C(C=C2)C(F)(F)F)C)C=C1